N[C@H](C(=O)O)CC1=CNC2=C(C=CC=C12)F (S)-2-amino-3-(7-fluoro-1H-indol-3-yl)propionic acid